[5-(piperazin-1-yl)pyridin-2-yl]pyrimidin-2-amine N1(CCNCC1)C=1C=CC(=NC1)C1=NC(=NC=C1)N